NC1=NC(=C(C(=O)NCC)C=C1)CN(C)C 6-amino-2-((dimethylamino)methyl)-N-ethylnicotinamide